FC(C(=O)O)(F)F.N=1NN=NC1C[C@@H]1OC[C@@H](N(C1)C1CCN(CC1)C=1NC(=NN1)N)CC1=CC=C(C=C1)Cl 5-(4-((2S,5S)-2-((2H-tetrazol-5-yl)methyl)-5-(4-chlorobenzyl)morpholino)piperidin-1-yl)-4H-1,2,4-triazol-3-amine 2,2,2-trifluoroacetate